Natrium 5-[[4-[2-chloro-[[1-[(4-fluorophenyl)carbamoyl]cyclopropanecarbonyl] amino] phenoxy]-6-methoxy-7-quinolyl]oxy]valerat ClC1=C(OC2=CC=NC3=CC(=C(C=C23)OC)OCCCCC(=O)[O-])C=CC=C1NC(=O)C1(CC1)C(NC1=CC=C(C=C1)F)=O.[Na+]